[Si](C1=CC=CC=C1)(C1=CC=CC=C1)(C(C)(C)C)OC/C=C/CN1C(C2=CC=CC=C2C1=O)=O (E)-2-(4-((tert-butyldiphenylsilyl)oxy)but-2-en-1-yl)isoindoline-1,3-dione